C12(C(CC(CC1)C2(C)C)S(=O)(=O)ON2C(C(=C(C2=O)C2=CC=CC=C2)C2=CC=CC=C2)=O)C N-(camphanylsulfonyloxy)diphenylmaleimide